Trans-3-(3-chlorophenyl-amino)-4'-methyl-2-oxo-1,3'-bipiperidine-1'-carboxylic acid tert-butyl ester C(C)(C)(C)OC(=O)N1CC(C(CC1)C)N1C(C(CCC1)NC1=CC(=CC=C1)Cl)=O